(P)-1-(4-cyclobutyl-2-methoxy-5-methylphenyl)-N-(isoxazol-3-yl)-N-(4-methoxybenzyl)-2-oxo-1,2-dihydroquinoline-6-sulfonamide C1(CCC1)C1=CC(=C(C=C1C)N1C(C=CC2=CC(=CC=C12)S(=O)(=O)N(CC1=CC=C(C=C1)OC)C1=NOC=C1)=O)OC